(E)-N-(5-((4-(1H-pyrrolo[2,3-b]pyridin-1-yl)pyrimidin-2-yl)amino)-2-(dimethylamino)-4-methoxyphenyl)-4-(4-methylpiperazin-1-yl)but-2-enamide N1(C=CC=2C1=NC=CC2)C2=NC(=NC=C2)NC=2C(=CC(=C(C2)NC(\C=C\CN2CCN(CC2)C)=O)N(C)C)OC